3-(4-chloro-2-hydroxyphenyl)propanoic acid ClC1=CC(=C(C=C1)CCC(=O)O)O